FC(C1(C(CC1)=O)OCCN(C(=S)NC(=O)OCC)C1=C(NC=C1)C(=O)OCC)(F)F ethyl 3-(1-(2-(1-(trifluoromethyl) oxocyclobutoxy) ethyl)-3-(ethoxycarbonyl) thioureido)-1H-pyrrole-2-carboxylate